tert-Butyl 3-bromo-6-methyl-pyridine-2-carboxylate BrC=1C(=NC(=CC1)C)C(=O)OC(C)(C)C